(3-((1R,5S,6S)-6-((3-ethoxy-3-oxo-1-phenylpropyl)amino)-3-azabicyclo[3.1.0]hex-3-yl)-3-oxopropyl)-3,4-dihydro-1,8-naphthyridine-1(2H)-carboxylic acid tert-butyl ester C(C)(C)(C)OC(=O)N1C(CCC2=CC=CN=C12)CCC(=O)N1C[C@@H]2C([C@@H]2C1)NC(CC(=O)OCC)C1=CC=CC=C1